6-[1-chloro-2-(methylsulfanyl)ethyl]-4-(trifluoromethyl)-2,3-dihydroisoindol-1-one ClC(CSC)C1=CC(=C2CNC(C2=C1)=O)C(F)(F)F